methyl 6-(2-(2-((6-(3-(1-(3-(((4-methyl-5-(pyrimidin-4-yl)-4H-1,2,4-triazol-3-yl)methyl)amino)benzamido)ethyl)phenoxy)hexyl)oxy)ethoxy)ethoxy)hexanoate CN1C(=NN=C1C1=NC=NC=C1)CNC=1C=C(C(=O)NC(C)C=2C=C(OCCCCCCOCCOCCOCCCCCC(=O)OC)C=CC2)C=CC1